C(C1=CC=CC=C1)[N+]1=CC(=CC=C1)C(=O)[O-] 1-benzylpyridinium-3-carboxylate